1,3-bis(diphenylphosphino)propane Lithium [Li].C1(=CC=CC=C1)P(CCCP(C1=CC=CC=C1)C1=CC=CC=C1)C1=CC=CC=C1